2-methyl-5-phenyl-N-(quinolin-8-yl)pentanamide CC(C(=O)NC=1C=CC=C2C=CC=NC12)CCCC1=CC=CC=C1